C1=CC=C(C=2OC3=C(C21)C=CC=C3)C[C@@H]3N(CCC[C@@H]3NS(=O)(=O)C)C(=O)OC(C)C isopropyl cis-2-(dibenzo[b,d]furan-4-ylmethyl)-3-((methylsulfonyl)amino)piperidine-1-carboxylate